C(C)OP(=O)(OCC)CCCN1N=NC=C1 1-(3-(DIETHOXYPHOSPHORYL)PROPYL)-1H-1,2,3-TRIAZOL